C1NCC12CC(C2)C2=CC=C(C=C2)N2CNCC=C2 1-(4-(2-azaspiro[3.3]heptan-6-yl)phenyl)dihydropyrimidine